(1S,2R)-2-((6-chloro-5-methylpyridazin-3-yl)amino)cyclohexane-1-ol ClC1=C(C=C(N=N1)N[C@H]1[C@H](CCCC1)O)C